C1OCCC2=CC3=C(C=C12)C=CC=C3 benzo[g]isochroman